6-(2-fluoroprop-2-yl)-N-methoxy-N-methylnicotinamide FC(C)(C)C1=NC=C(C(=O)N(C)OC)C=C1